ClC(C(NC1=NC=CC=N1)NC(OCCCN)=O)(Cl)Cl 3-aminopropyl (2,2,2-trichloro-1-(pyrimidin-2-ylamino)ethyl)carbamate